C(C1=CC=CC=C1)N1CCN(CC(C1)F)C(=O)OC(C)(C)C tert-butyl 4-benzyl-6-fluoro-1,4-diazepane-1-carboxylate